N-[5-(difluoromethoxy)pyridin-3-yl]-N-({5-[5-(trifluoromethyl)-1,3,4-oxadiazol-2-yl]-1,3-thiazol-2-yl}methyl)propane-1-sulfonamide FC(OC=1C=C(C=NC1)N(S(=O)(=O)CCC)CC=1SC(=CN1)C=1OC(=NN1)C(F)(F)F)F